2-(2-imino-4,5,6,7-tetrahydrobenzothiazol-3-yl)-1-p-tolylethanone hydrobromide Br.N=C1SC2=C(N1CC(=O)C1=CC=C(C=C1)C)CCCC2